[N-](S(=O)(=O)C(F)(F)F)S(=O)(=O)C(F)(F)F.C[N+]1(CCCC1)CCCCC 1-methyl-1-pentylpyrrolidinium bis(trifluoromethanesulfonyl)imide